[5-[[4-[[2-(6-methyl-2-pyridyl)pyrimidin-4-yl]amino]pyrimidin-2-yl]amino]-2-thienyl]-piperazin-1-yl-methanone CC1=CC=CC(=N1)C1=NC=CC(=N1)NC1=NC(=NC=C1)NC1=CC=C(S1)C(=O)N1CCNCC1